bromopropyl-dibutyl-propoxysilane BrCCC[Si](OCCC)(CCCC)CCCC